2-[(2E)-2-(aminomethyl)-3-fluoroprop-2-en-1-yl]-4-{[5-(2-chloro-1-methyl-1H-imidazol-5-yl)thiophen-2-yl]methyl}-2,4-dihydro-3H-1,2,4-triazol-3-one NC/C(/CN1N=CN(C1=O)CC=1SC(=CC1)C1=CN=C(N1C)Cl)=C\F